phenylbenzyl-dimethyl-amine C1(=CC=CC=C1)CN(C)CC1=CC=CC=C1